C(C)(C)(C)OC(=O)N1C([C@@]2(C3=CC(=CC=C13)OC)[C@@H](C2)C2=CC=C1C(=NN(C1=C2)C(=O)OC(C)(C)C)NC2=NC(=NC=C2Cl)C)=O (1r,2s)-2-[1-(tert-butoxycarbonyl)-3-[(5-chloro-2-methylpyrimidin-4-yl)amino]indazol-6-yl]-5'-methoxy-2'-oxospiro[cyclopropane-1,3'-indole]-1'-carboxylic acid tert-butyl ester